B(O)(O)C1N(CCC1)C([C@@H](C)NC(=O)C1=CC=NC2=CC(=CC=C12)OCC(=O)O)=O 2-((4-(((2R)-1-(2-boronopyrrolidin-1-yl)-1-oxopropan-2-yl)carbamoyl)quinolin-7-yl)oxy)acetic acid